(2-FORMYL-3-METHYL-PHENYL)-CARBAMIC ACID BENZYL ESTER C(C1=CC=CC=C1)OC(NC1=C(C(=CC=C1)C)C=O)=O